3-({[(4-Methylphenyl)sulfonyl]oxy}methyl)azetidine-1-carboxylic acid tert-butyl ester C(C)(C)(C)OC(=O)N1CC(C1)COS(=O)(=O)C1=CC=C(C=C1)C